C(C)C1=C(C=CC(=N1)N1C(N(C2(C1)CCN(CC2)C(=O)C2CC(C2)F)CC2=CC(=CC=C2)OC)=O)C=2C=NNC2 3-(6-ethyl-5-(1H-pyrazol-4-yl)pyridin-2-yl)-8-(3-fluorocyclobutylcarbonyl)-1-(3-methoxybenzyl)-1,3,8-triazaspiro[4.5]decan-2-one